FC1=CC=C(C=C1)C1=NOC(=N1)[C@H]1CCC(N1C)=O (R)-5-[3-(4-fluorophenyl)-1,2,4-oxadiazol-5-yl]-1-methylpyrrolidin-2-one